(2-(difluoromethyl)pyridin-3-yl)boronic acid FC(C1=NC=CC=C1B(O)O)F